O=C1N(C(CC1)=O)OC(CC[C@@H](N)C(=O)OC(C)(C)C)=O D-glutamic acid 1-(tert-butyl) ester 5-(2,5-dioxopyrrolidin-1-yl) ester